C(#N)C1=CC(=C(C=C1)C1C(=C(NC2=C(C=NC(=C12)OCC1CC(C1)(F)F)C)C)C(=O)O)OC 4-(4-cyano-2-methoxyphenyl)-5-((3,3-difluorocyclobutyl)methoxy)-2,8-dimethyl-1,4-dihydro-1,6-naphthyridine-3-carboxylic acid